C(=O)O.NC1=CN=NC2=CC(=CC=C12)C=1C(=CC(=C(C1)B(O)O)OC)C1=NNC=C1 [5-(4-aminocinnolin-7-yl)-2-methoxy-4-(1H-pyrazol-3-yl)phenyl]boronic acid formate salt